triallyl benzene-1,3,5-triyl tricarbonate C(OCC=C)(OC1=CC(=CC(=C1)OC(OCC=C)=O)OC(OCC=C)=O)=O